N1CC(C1)CC(=O)N1CCN(CC1)C(C1=C(C=C(C=C1)NC=1C=2N(C=CN1)C(=CN2)C=2C(=NNC2)C(F)(F)F)Cl)=O 2-(azetidin-3-yl)-1-[4-[2-chloro-4-[[3-[3-(trifluoromethyl)-1H-pyrazol-4-yl]imidazo[1,2-a]pyrazin-8-yl]amino]benzoyl]piperazin-1-yl]ethanone